3-methyl-1-(6-{[6-(2-methylphenyl)-5-(trifluoromethyl)pyridin-2-yl]Sulfamoyl}pyridin-2-yl)pyrrolidine-3-carboxylic acid CC1(CN(CC1)C1=NC(=CC=C1)S(NC1=NC(=C(C=C1)C(F)(F)F)C1=C(C=CC=C1)C)(=O)=O)C(=O)O